3-({[2,2-bis(methyloxy)ethyl]amino}methyl)-1-({3,4-difluoro-2-[(2-fluoro-4-iodophenyl)amino]phenyl}carbonyl)azetidin-3-ol COC(CNCC1(CN(C1)C(=O)C1=C(C(=C(C=C1)F)F)NC1=C(C=C(C=C1)I)F)O)OC